N1,N1',N1''-(benzene-1,3,5-triyltris(methylene))tris(hexane-1,6-diamine), hydrochloride salt Cl.C1(=CC(=CC(=C1)CNCCCCCCN)CNCCCCCCN)CNCCCCCCN